ClC=1C=CC(=C(C1)C1=C(NC=2C1=NC=CC2)C2=C(C=NC=C2F)O)F 4-[3-(5-chloro-2-fluorophenyl)-1H-pyrrolo[3,2-b]pyridin-2-yl]-5-fluoropyridin-3-ol